N1=CN=CN=C1 1,3,5-tri-azine